C1(=CC=CC=C1)C1=NC(=NC(=N1)C1=CC=CC=C1)C=1C=C(C=C(C1)N1C2=CC=CC=C2C=2C=C(C=CC12)C1=C(C=C(C#N)C=C1)C#N)N1C2=CC=CC=C2C=2C=C(C=CC12)C1=C(C=C(C#N)C=C1)C#N 4,4'-((5-(4,6-diphenyl-1,3,5-triazin-2-yl)-1,3-phenylene)bis(9H-carbazole-9,3-diyl))diisophthalonitrile